BrC=1C=2C(C=NC1)=NN(C2)C 4-bromo-2-methyl-2H-pyrazolo[3,4-c]pyridine